(S)-9-(6-Cyclopropyl-pyridin-3-yl)-2-((R)-3-methylmorpholin-4-yl)-8-trifluoromethyl-6,7,8,9-tetrahydro-pyrimido[1,2-a]-pyrimidin-4-one C1(CC1)C1=CC=C(C=N1)N1[C@@H](CCN2C1=NC(=CC2=O)N2[C@@H](COCC2)C)C(F)(F)F